3-((2-(3-(2-hydroxy-2-methylpropyl)-3-methylureido)thiazol-5-yl)ethynyl)-4-methyl-N-(4-(trifluoromethyl)pyridin-2-yl)benzamide OC(CN(C(NC=1SC(=CN1)C#CC=1C=C(C(=O)NC2=NC=CC(=C2)C(F)(F)F)C=CC1C)=O)C)(C)C